ClC1=CC=2C=NN=C3N(C(N(C(=C1)C32)CC3=CC=C(C=C3)OC)=O)CC 7-chloro-12-ethyl-10-[(4-methoxyphenyl)methyl]-2,3,10,12-tetrazatricyclo[7.3.1.05,13]trideca-1,3,5(13),6,8-pentaen-11-one